1-(3-(4-methoxyphenyl)-1,2,4-oxadiazol-5-yl)-N-(2-((1-(pyridin-2-ylmethyl)piperidin-4-yl)oxy)ethyl)piperidine-4-carboxamide COC1=CC=C(C=C1)C1=NOC(=N1)N1CCC(CC1)C(=O)NCCOC1CCN(CC1)CC1=NC=CC=C1